(E)-5-[4-[bis[2-[(tert-butyldiphenylsilyl)oxy]ethyl]amino]styryl]thiophene-2-carbaldehyde [Si](C1=CC=CC=C1)(C1=CC=CC=C1)(C(C)(C)C)OCCN(C1=CC=C(/C=C/C2=CC=C(S2)C=O)C=C1)CCO[Si](C1=CC=CC=C1)(C1=CC=CC=C1)C(C)(C)C